Cl.OC1[C@H](N)[C@@H](O)[C@H](O)[C@H](O1)CO (+)-Glucosamine Hydrochloride